CN1N=C(C(=C1)C=1C=NC=2CCN(CC2C1)C1=NC=C(C(=O)NCC=2C=NC(=CC2)N2CCOCC2)C=C1C)C 6-(3-(1,3-dimethyl-1H-pyrazol-4-yl)-7,8-dihydro-1,6-naphthyridin-6(5H)-yl)-5-methyl-N-((6-morpholinopyridin-3-yl)methyl)nicotinamide